C(C=C)(=O)NCCC[N+](CC(CS(=O)(=O)[O-])O)(C)C 3-((3-acrylamidopropyl) dimethylammonio)-2-hydroxypropan-1-sulfonate